N[C@H](CC1=C(C=2N=C(N=C(C2S1)NCC1=CN=CN1C)Cl)C)C 6-[(2S)-2-aminopropyl]-2-chloro-7-methyl-N-[(1-methyl-1H-imidazol-5-yl)methyl]thieno[3,2-d]pyrimidin-4-amine